2-amino-5-((2-(1-methyl-1H-pyrazol-4-yl)pyridin-4-yl)oxy)nicotinonitrile NC1=C(C#N)C=C(C=N1)OC1=CC(=NC=C1)C=1C=NN(C1)C